O=C1NC(CCC1C1=CC(=C(C=C1)N1CCN(CC1)C(=O)OC(C)(C)C)OS(=O)(=O)F)=O tert-butyl 4-[4-(2,6-dioxo-3-piperidyl)-2-fluorosulfonyloxy-phenyl]piperazine-1-carboxylate